[N+](=O)([O-])[O-].[N+](=O)([O-])[O-].[N+](=O)([O-])[O-].[Ru+3] ruthenium(III) trinitrate